(6-chloro-1-ethyl-1H-pyrrolo[2,3-b]pyridin-4-yl)methanol ClC1=CC(=C2C(=N1)N(C=C2)CC)CO